2-ethyl-2-propyl-1,3-propanediol C(C)C(CO)(CO)CCC